1-Ethyl-2,4-dioxo-3-(p-tolyl)-1,3,8-triazaspiro[4.5]decane-8-carboxylic acid tert-butyl ester C(C)(C)(C)OC(=O)N1CCC2(C(N(C(N2CC)=O)C2=CC=C(C=C2)C)=O)CC1